FC([C@H](C1=CN(C2=CC(=CC=C12)C=1C(=NC=CC1)C(F)(F)F)CC(C)(C)C)NS(=O)(=O)C1CC1)F (S)-N-(2,2-difluoro-1-(1-neopentyl-6-(2-(trifluoromethyl)pyridin-3-yl)-1H-indol-3-yl)ethyl)cyclopropanesulfonamide